N-(4-(6-fluoro-3,4-dihydroisoquinolin-2(1H)-yl)-2,6-dimethylphenyl)-2-(spiro[2.2]Pentan-1-yl)acetamide FC=1C=C2CCN(CC2=CC1)C1=CC(=C(C(=C1)C)NC(CC1CC12CC2)=O)C